C(C)(C)(C)OC(=O)N[C@@H](C)C(=O)OC(CC1=CC=C(C=C1)C#C)(C)C 1-(4-ethynylphenyl)-2-methylpropan-2-yl (tert-butoxycarbonyl)alaninate